CC1=C[C@H]([C@@H](CC1)C(=C)C)C1=C(C=C(C=C1O)CCCCC)O 2-[(1R,6R)-3-Methyl-6-prop-1-en-2-ylcyclohex-2-en-1-yl]-5-pentylbenzene-1,3-diol